C(CCCCCCCCCCCCCCCCC)(=O)[O-].C(CCCCCCCCCCCCCCCCC)(=O)[O-].C(CCCCCCCCCCCCCCCCC)(=O)[O-].C(CCCCCCCCCCCCCCCCC)(=O)[O-].[Zr+4] zirconium tetrakis(stearate)